Cl.FC=1C=C(C=CC1OC1=NC=CC(=N1)C)C1=NC(=CC(=N1)N)C=1CCNCC1 (3-fluoro-4-((4-methylpyrimidin-2-yl)oxy)phenyl)-6-(1,2,3,6-tetrahydropyridin-4-yl)pyrimidin-4-amine hydrochloride